C1(CC1)CC1CNC(N1C)=O 5-(cyclopropylmethyl)-1-methylimidazolidin-2-one